ClC1=C(C=CC2=C1C(=NCC=1N2C(=NN1)C=1N=NC=CC1)C1=C(C=CC=C1F)F)C 7-Chloro-6-(2,6-difluorophenyl)-8-methyl-1-pyridazin-3-yl-4H-[1,2,4]triazolo[4,3-a][1,4]benzodiazepin